C1([C@H](O)[C@@H](O)[C@H](O[C@H]2[C@H](O)[C@@H](O)[C@@H](O)[C@H](O2)CO)[C@H](O1)CO)N[C@@H](CO)C(=O)O lactosylserine